Cl.CC1C=2N(CCN1)N=C(C2C2=C1C(=NC=C2)NC=C1)C1=CC=C(C=C1)C(F)(F)F 4-methyl-3-(1H-pyrrolo[2,3-b]pyridin-4-yl)-2-(4-(trifluoromethyl)phenyl)-4,5,6,7-tetrahydropyrazolo[1,5-a]pyrazine hydrogen chloride